CC(C(=O)O)C (E)-2-methylpropionic acid